C(#N)C=1C=C2C(=NN(C2=CC1)C(C1=C2C=CN(C2=C(C=C1OC)C)C(=O)OC(C)(C)C)C1C(C1)C(=O)OCC)O tert-butyl 4-((5-cyano-3-hydroxy-1H-indazol-1-yl)(2-(ethoxycarbonyl)cyclopropyl)methyl)-5-methoxy-7-methyl-1H-indole-1-carboxylate